P#[Ga] gallium(III) phosphide